C1(=CC=CC2=CC=CC=C12)C(CC1=CC(=C(C(=C1)OC)OC)OC)=O 1-(naphthalen-1-yl)-2-(3,4,5-trimethoxyphenyl)ethan-1-one